ethyl 2-phenyl-4H-pyrrolo[2,3-d]thiazole-5-carboxylate C1(=CC=CC=C1)C=1SC2=C(N1)NC(=C2)C(=O)OCC